tert-butyl ((S)-2-hydroxy-3-(3-(methylsulfonyl)phenoxy)propyl)((R)-1-oxa-8-azaspiro[4.5]decan-3-yl)carbamate O[C@@H](CN(C(OC(C)(C)C)=O)[C@H]1COC2(C1)CCNCC2)COC2=CC(=CC=C2)S(=O)(=O)C